FC1=CC(=C(CC2(CC2)C(=O)O)C=C1)C 1-(4-fluoro-2-methylbenzyl)cyclopropane-1-carboxylic acid